NCCC(=O)OCC1=CC=CC=C1 benzyl beta-alaninate